ClC=1C=C(OC2=NC=3N(C(N(C(C3N2CC2=NC=C(C=C2)Cl)=O)CCCO)=O)C)C=CC1 8-(3-chlorophenoxy)-7-((5-chloropyridin-2-yl)methyl)-1-(3-hydroxypropyl)-3-methyl-1H-purine-2,6(3H,7H)-dione